O1C(=CC=C1C(=O)[O-])C(=O)[O-].[Zn+2] zinc 2,5-furandicarboxylate